N-Vinylpyrrole C(=C)N1C=CC=C1